CO[C@H](CC1=CC(=CC(=C1OCOCC)Br)C(C)(C)C)[C@@H](CC1=CC(=CC(=C1OCOCC)Br)C(C)(C)C)OC |r| Rac-6,6'-((2R,3R)-2,3-dimethoxybutane-1,4-diyl)bis(2-bromo-4-(tert-butyl)-1-(ethoxymethoxy)benzene)